C1(CC1)C1=NC(=C(C#N)C=C1)NC=1C(=NC=CC1F)OC 6-cyclopropyl-2-((4-fluoro-2-methoxypyridin-3-yl)amino)nicotinonitrile